FC=1N([C@H]2[C@H](O)[C@H](O)[C@@H](CO)O2)C=2N=C(NC(C2N1)=O)N 8-fluoro-guanosine